The molecule is a glycolipid, an alpha-L-rhamnosyl-alpha-L-rhamnoside of 3-[(3-hydroxydecanoyl)oxy]decanoic acid. It has a role as a nonionic surfactant. It is a glycolipid and an alpha-L-rhamnoside. It is a conjugate acid of a 2-O-alpha-L-rhamnosyl-alpha-L-rhamnosyl-3-hydroxydecanoyl-3-hydroxydecanoate. CCCCCCCC(CC(=O)O)OC(=O)CC(CCCCCCC)O[C@H]1[C@@H]([C@@H]([C@H]([C@@H](O1)C)O)O)O[C@H]2[C@@H]([C@@H]([C@H]([C@@H](O2)C)O)O)O